C12CCC(CC1)N2C[C@H](C(C)C)NC(=O)[C@@H]2NCC1=CC(=CC=C1C2)O (3R)-N-[(1S)-1-(7-Azabicyclo[2.2.1]hept-7-ylmethyl)-2-methylpropyl]-7-hydroxy-1,2,3,4-tetrahydroisoquinoline-3-carboxamide